BrC1=CC=C(C=C1)C=1N=CN(C1C(=O)OCC)C ethyl 4-(4-bromophenyl)-1-methyl-1H-imidazole-5-carboxylate